C(C=1C(O)=CC=CC1)NC(C(=O)O)=O Salicyloxamic acid